tert-butyl (S)-2-((2-(2,6-difluoro-4-(1H-1,2,3-triazol-1-yl)phenyl)-7-methylimidazo[1,2-a]pyridin-3-yl)methyl)morpholine-4-carboxylate FC1=C(C(=CC(=C1)N1N=NC=C1)F)C=1N=C2N(C=CC(=C2)C)C1C[C@H]1CN(CCO1)C(=O)OC(C)(C)C